2-(Chloromethyl)-5-methylquinazolin-4(3H)-one ClCC1=NC2=CC=CC(=C2C(N1)=O)C